5-(2-methylpyridin-4-ylamino)-2-(3-(2,3,4-trifluorophenylamino)phenyl)isoindolin-1-one CC1=NC=CC(=C1)NC=1C=C2CN(C(C2=CC1)=O)C1=CC(=CC=C1)NC1=C(C(=C(C=C1)F)F)F